Cl.NC1CCN(CC1)C1=C(C(=C(C(=N1)SC(C(=O)N)C1=CC=CC=C1)C#N)CC)C#N 2-((6-(4-aminopiperidin-1-yl)-3,5-dicyano-4-ethylpyridin-2-yl)thio)-2-phenylacetamide hydrochloride